ClC1=CC=C(C=C1)CN1C([C@H](CS(C2=C1C=C(C(=C2)F)C2=NC(=NO2)C(CO)(C)C)(=O)=O)NC(OC(C)(C)C)=O)=O tert-butyl N-[(3R)-5-[(4-chlorophenyl)methyl]-8-fluoro-7-[3-(2-hydroxy-1,1-dimethyl-ethyl)-1,2,4-oxadiazol-5-yl]-1,1,4-trioxo-2,3-dihydro-1λ6,5-benzothiazepin-3-yl]carbamate